OC=1C=C(C=CC1)C1=NN(C=C1)C1C(NC(CC1)=O)=O 3-[3-(3-hydroxyphenyl)pyrazol-1-yl]piperidine-2,6-dione